NC=1NC(=CC1C(=O)OCC)C1=CC=C(C=C1)C(=O)OC ethyl 2-amino-5-(4-(methoxycarbonyl)phenyl)-1H-pyrrole-3-carboxylate